4-{4,6-Bis[4-(1-methyl-1H-pyrazol-4-yl)-1H-imidazol-1-yl]-3-(propan-2-yl)-1H-pyrazolo[3,4-b]pyridin-1-yl}-3-ethylbenzamide CN1N=CC(=C1)C=1N=CN(C1)C1=C2C(=NC(=C1)N1C=NC(=C1)C=1C=NN(C1)C)N(N=C2C(C)C)C2=C(C=C(C(=O)N)C=C2)CC